(S)-N-(2,5-diaminopentyl)-6-(4-fluorophenyl)-1H-indole-3-carboxamide dihydrochloride Cl.Cl.N[C@H](CNC(=O)C1=CNC2=CC(=CC=C12)C1=CC=C(C=C1)F)CCCN